ClC=1C=NC(=NC1)[C@H]([C@H](C)S(=O)(=O)NC1=NN=C(N1C1=C(C=CC=C1OC)OC)C(C1=NC=CC=C1)(F)F)C (2S,3R)-3-(5-chloropyrimidin-2-yl)-N-(5-(difluoro(pyridin-2-yl)methyl)-4-(2,6-dimethoxyphenyl)-4H-1,2,4-triazol-3-yl)butane-2-sulfonamide